methyl 3-(4-chlorophenoxy)-2,2-dimethylpropionate ClC1=CC=C(OCC(C(=O)OC)(C)C)C=C1